CC1=NC(=CC=C1N1CCN(CC1)CC=1C(=C2NC(C=3N(C2=CC1)N=CC3C)=O)C)C(NC)=O 7-((4-(2-methyl-6-(methylcarbamoyl)pyridin-3-yl)piperazin-1-yl)methyl)-3,6-dimethylpyrazolo[1,5-a]quinoxalin-4(5H)-one